(S)-2,4-bis((tert-Butoxycarbonyl)amino)butanoic acid C(C)(C)(C)OC(=O)N[C@H](C(=O)O)CCNC(=O)OC(C)(C)C